2-Amino-4-methoxy-N-[4-(1H-pyrrolo[2,3-b]pyridin-4-yl)phenyl]butanamide NC(C(=O)NC1=CC=C(C=C1)C1=C2C(=NC=C1)NC=C2)CCOC